1-trifluoropropan-2-ylmethanesulfonate FC(C(C)CS(=O)(=O)[O-])(F)F